FC1=CC=C(CN(C2C[C@@H](N(C[C@@H]2C)C2=CC(N(C=3C=CC(=NC23)C#N)C)=O)C)C)C=C1 8-((2s,5s)-4-((4-fluorobenzyl)(methyl)amino)-2,5-dimethylpiperidin-1-yl)-5-methyl-6-oxo-5,6-dihydro-1,5-naphthyridine-2-carbonitrile